tert-butyl 4-[[4-(7-bromo-8-fluoro-quinoxalin-2-yl)pyrazol-1-yl]methyl]piperidine-1-carboxylate BrC1=CC=C2N=CC(=NC2=C1F)C=1C=NN(C1)CC1CCN(CC1)C(=O)OC(C)(C)C